6-bromo-2-methyl-indolizine-1-carboxylic acid BrC1=CN2C=C(C(=C2C=C1)C(=O)O)C